C1(CC1)C1COC2=C3C4=C(N(C(N14)=O)C)C=NC3=CC(=C2C=2C=NC(=CC2)OCCCN2CCCCC2)F 10-cyclopropyl-6-fluoro-2-methyl-7-(6-(3-(piperidin-1-yl)propoxy)Pyridin-3-yl)-9,10-dihydro-8-oxa-2,4,10a-triazanaphtho[2,1,8-cde]azulene-1(2H)-one